ClC1=CC=C2C(=CNC2=C1C=1N=CN(C1)C)S(=O)(=O)Cl 6-chloro-7-(1-methylimidazol-4-yl)-1H-indole-3-sulfonyl chloride